(8-(1-methyl-1H-pyrazol-4-yl)-2-(trimethylsilyl)-3H-pyrrolo[2,3-c]isoquinolin-1-yl)methanol CN1N=CC(=C1)C1=CC=2C3=C(N=CC2C=C1)NC(=C3CO)[Si](C)(C)C